CN1N=C(C=C1S(=O)(=O)N1CCC2(CCC(C2)N2[C@H]3CO[C@@H](C2)C3)CC1)C (1R,4R)-5-(8-((1,3-dimethyl-1H-pyrazol-5-yl)sulfonyl)-8-azaspiro[4.5]dec-2-yl)-2-oxa-5-azabicyclo[2.2.1]heptane